FC=1C=C(N)C=CC1B1OC(C(O1)(C)C)(C)C 3-fluoro-4-(4,4,5,5-tetramethyl-1,3,2-dioxaborolan-2-yl)aniline